Cl.C1(CCCCC1)CN1CCC2(CC(C2)N(C(=O)C2=COC=C2)C2=CC=CC=C2)CC1 N-(7-(cyclohexylmethyl)-7-azaspiro[3.5]nonan-2-yl)-N-phenylfuran-3-carboxamide hydrochloride